C1(=CC=CC=C1)C#CC=1C=CC2=CC=CC=C2C1 3-(phenylethynyl)naphthalene